NC1=NC=CC2=C(C=CC=C12)C=1C=C2C(=NN(C2=CC1)C1COCC1)COC1=C(C(=CC=C1)C1CC1)CC(=O)O 2-(2-((5-(1-aminoisoquinolin-5-yl)-1-(tetrahydrofuran-3-yl)-1H-indazol-3-yl)methoxy)-6-cyclopropylphenyl)acetic acid